N-(2-fluoro-4-(2-(2,2,2-trifluoroacetyl)hydrazine-1-carbonyl)benzyl)-N-(4-(trifluoromethyl)phenyl)methanesulfonamide FC1=C(CN(S(=O)(=O)C)C2=CC=C(C=C2)C(F)(F)F)C=CC(=C1)C(=O)NNC(C(F)(F)F)=O